C(C)(=O)N(C1=CC=C(C=C1)C1=CC=C(C=N1)C(=O)OC)CCN methyl 6-[4-[acetyl(2-aminoethyl)amino]phenyl]pyridine-3-carboxylate